FC1=C(C=CC=C1B1OC(C(O1)(C)C)(C)C)[S@@](=O)(C)=NC(OC(C)(C)C)=O tert-butyl (S)-((2-fluoro-3-(4,4,5,5-tetramethyl-1,3,2-dioxaborolan-2-yl)phenyl) (methyl)(oxo)-λ6-sulfaneylidene)carbamate